octylphenol CCCCCCCCC1=CC=CC=C1O